C(C)N1C=2C(=NC=NC2NC(C1)=O)N1CC2CCC(C1)N2C(=O)OC(C)(C)C tert-butyl 3-(5-ethyl-7-oxo-6,8-dihydropteridin-4-yl)-3,8-diazabicyclo[3.2.1]octane-8-carboxylate